NC1=NC=NN2C1=C(C=C2C2CN(CC2)C(C=C)=O)C#CC=2C=CC1=C(N=C(O1)C1CC1)C2 1-(3-(4-amino-5-((2-cyclopropylbenzo[d]oxazol-5-yl)ethynyl)pyrrolo[2,1-f][1,2,4]triazin-7-yl)pyrrolidin-1-yl)prop-2-en-1-one